rac-(1R,2S,6R)-2-(4-((tert-butoxycarbonyl)amino)phenyl)-6-((2-fluoro-4-(trifluoromethyl)phenyl)carbamoyl)cyclohexane-1-carboxylic acid C(C)(C)(C)OC(=O)NC1=CC=C(C=C1)[C@@H]1[C@H]([C@@H](CCC1)C(NC1=C(C=C(C=C1)C(F)(F)F)F)=O)C(=O)O |r|